(Cis-4-amino-1-methoxycyclohexyl)methanol hydrochloride Cl.NC1CCC(CC1)(OC)CO